2'-chloro-5'-methoxy-6-methyl-N-(5-(((3s)-5-methyltetrahydrofuran-3-yl)methoxy)-1,3,4-thiadiazol-2-yl)-(4,4'-bipyridine)-3-carboxamide ClC1=NC=C(C(=C1)C1=C(C=NC(=C1)C)C(=O)NC=1SC(=NN1)OC[C@@H]1COC(C1)C)OC